BrC1=CC=C(C=C1)S[C@@]1(C=CC(CO1)=O)CC (2R,6R)-6-((4-bromophenyl)thio)-6-ethyl-2H-pyran-3(6H)-one